methyl trans-4-[6-(3,6-dihydro-2H-pyran-4-yl)-8-fluoro-5-(4-fluoro-3-methoxy-phenyl)-1H-pyrrolo[2,3-f]indazol-7-yl]cyclohexanecarboxylate O1CCC(=CC1)C1=C(C2=C(C=C3C=NNC3=C2F)N1C1=CC(=C(C=C1)F)OC)[C@@H]1CC[C@H](CC1)C(=O)OC